13-(3-(2-oxo-1,2-dihydropyridin-4-yl)ureido)tridecanoic acid O=C1NC=CC(=C1)NC(NCCCCCCCCCCCCC(=O)O)=O